1-(2-fluoro-4-nitrophenyl)cyclopropane-1-carboxylic acid ethyl ester C(C)OC(=O)C1(CC1)C1=C(C=C(C=C1)[N+](=O)[O-])F